Cl.NC1CCC(CC1)CN1C(\C(\C2=CC(=C(C=C12)C(=O)NC1CCNCC1)F)=C/C=1NC(=CC1C)C)=O (Z)-1-(((1r,4r)-4-aminocyclohexyl)methyl)-3-((3,5-dimethyl-1H-pyrrol-2-yl)methylene)-5-fluoro-2-oxo-N-(piperidin-4-yl)indole-6-carboxamide hydrochloride